C1(=CC=C(C=C1)C1=CC(=NN1)C1CN(CC1)C#N)C1=CC=CC=C1 3-(5-([1,1'-biphenyl]-4-yl)-1H-pyrazol-3-yl)pyrrolidine-1-carbonitrile